ClC1=C(C=NN1C)NC1=NC=CC(=N1)C1=CC=CC(=N1)N1C=NC(=C1)[C@@]1(C(N(CC1)C)=O)O (S)-3-(1-(6-(2-((5-chloro-1-methyl-1H-pyrazol-4-yl)amino)pyrimidin-4-yl)pyridin-2-yl)-1H-imidazol-4-yl)-3-hydroxy-1-methylpyrrolidin-2-one